C(C)(CC)N[Si](C)(C)C N-sec-Butyl(trimethylsilyl)amine